C(C1=CC=CC=C1)C1=C2C=CN(C(C2=CN=C1)=O)CC=1N=C2N(C=C(C=C2)C)C1 5-benzyl-2-((6-methylimidazo[1,2-a]pyridin-2-yl)methyl)-2,7-naphthyridin-1(2H)-one